5-(methylamino)-3-[4-(3-methyl-3,8-diazabicyclo[3.2.1]oct-8-yl)anilino]-6-(3-methylimidazo[4,5-c]pyridin-7-yl)pyrazine-2-carboxamide formate C(=O)O.CNC=1N=C(C(=NC1C=1C2=C(C=NC1)N(C=N2)C)C(=O)N)NC2=CC=C(C=C2)N2C1CN(CC2CC1)C